C1(CC1)COC1=NC=CC=C1C(=O)NC1=C(C=CC(=C1)C(N[C@H](CO)CCOC(F)(F)F)=O)CC (cyclopropylmethoxy)-N-(2-ethyl-5-{[(2S)-1-hydroxy-4-(trifluoromethoxy)butan-2-yl]carbamoyl}phenyl)pyridine-3-carboxamide